(6S,8R)-6-(4-bromo-2,6-difluorophenyl)-8-methyl-3-(tetrahydro-2H-pyran-2-yl)-7-(2,2-difluoropropyl)-6,7,8,9-tetrahydro-3H-pyrazolo[4,3-f]isoquinoline BrC1=CC(=C(C(=C1)F)[C@H]1N([C@@H](CC2=C3C(=CC=C12)N(N=C3)C3OCCCC3)C)CC(C)(F)F)F